1-Methyl-5-(trifluoromethoxy)-1H-indole CN1C=CC2=CC(=CC=C12)OC(F)(F)F